C(C=C)(=O)N1CC(C1)C=1N=C2N(C=C(C=C2)C2=C3C=NNC3=CC=C2C)C1NC(C)=O N-(2-(1-acryloylazetidin-3-yl)-6-(5-methyl-1H-indazol-4-yl)imidazo[1,2-a]pyridin-3-yl)acetamide